cyclopropyl-1-(1-ethoxyethyl)-1H-pyrazole C1(CC1)C1=NN(C=C1)C(C)OCC